10-(4-(4,4,5,5-tetramethyl-1,3,2-dioxaborolan-2-yl)phenyl)-10H-phenoxazine CC1(OB(OC1(C)C)C1=CC=C(C=C1)N1C2=CC=CC=C2OC=2C=CC=CC12)C